4,5-dimethyl-1,3-dioxole-2-one CC=1OC(OC1C)=O